N-(4-(4-amino-3-(4-phenoxyphenyl)-1H-pyrazolo[3,4-d]pyrimidin-1-yl)cyclohexyl)-2-(methylamino)acetamide NC1=C2C(=NC=N1)N(N=C2C2=CC=C(C=C2)OC2=CC=CC=C2)C2CCC(CC2)NC(CNC)=O